FC(CCC(=O)N1CC2CCC(C1)N2C2=NC=C(C#N)C=C2)(C2=CC(=NC=C2)OC)F 6-(3-(4,4-difluoro-4-(2-methoxypyridin-4-yl)butanoyl)-3,8-diazabicyclo[3.2.1]octan-8-yl)nicotinonitrile